(S)-(4-chloro-2-(2-hydroxypropan-2-yl)oxazol-5-yl)(4-(4-fluorobenzo[d]thiazol-2-yl)-6,7-dihydro-1H-imidazo[4,5-c]pyridin-5(4H)-yl)methanone ClC=1N=C(OC1C(=O)N1[C@@H](C2=C(CC1)NC=N2)C=2SC1=C(N2)C(=CC=C1)F)C(C)(C)O